(5r,6s)-5-(((tert-butyldiphenylsilyl)oxy)methyl)-2,2-dimethyltetrahydrofurano[2,3-d][1,3]dioxol-6-ol [Si](C1=CC=CC=C1)(C1=CC=CC=C1)(C(C)(C)C)OC[C@@H]1[C@@H](C2C(OC(O2)(C)C)O1)O